C1(CC1)[C@H](C)N1C(C2=C(C=C(C=C2C1)C1=CC=C2C(=N1)N(C(=N2)NC(C)=O)C=2C=NN(C2)C)OC(F)F)=O (S)-N-(5-(2-(1-cyclopropylethyl)-7-(difluoromethoxy)-1-oxoisoindolin-5-yl)-3-(1-methyl-1H-pyrazol-4-yl)-3H-imidazo[4,5-b]pyridin-2-yl)acetamide